3-ethoxy-4-((pyrrolidin-1-ylsulfonyl)carbamoyl)-5-(trifluoromethyl)benzoic acid C(C)OC=1C=C(C(=O)O)C=C(C1C(NS(=O)(=O)N1CCCC1)=O)C(F)(F)F